1-Cyclopropyl-N-[4-[(6,7-dimethoxy-1,5-naphthyridin-4-yl)oxy]-3-fluorophenyl]-5-(4-fluoro-2-methylphenyl)-6-methyl-4-oxopyridine-3-carboxamide C1(CC1)N1C=C(C(C(=C1C)C1=C(C=C(C=C1)F)C)=O)C(=O)NC1=CC(=C(C=C1)OC1=CC=NC2=CC(=C(N=C12)OC)OC)F